2-methyl-2,3-dihydro-1H-indene CC1CC2=CC=CC=C2C1